2-Methyl-6-((4-(4-(trifluoromethyl)piperidin-1-yl)phenyl)amino)isoindolin-1-one CN1C(C2=CC(=CC=C2C1)NC1=CC=C(C=C1)N1CCC(CC1)C(F)(F)F)=O